FC(C1=CC(=C(C=N1)C=1CCCC2=C(C1C1=CC=C(C=C1)CC1CN(C1)CCCF)C=CC(=C2)C(=O)O)C)F 8-(6-(difluoromethyl)-4-methylpyridin-3-yl)-9-(4-((1-(3-fluoropropyl)azetidin-3-yl)methyl)phenyl)-6,7-dihydro-5H-benzo[7]annulene-3-carboxylic acid